(2S)-4-phenyl-2-butylamine C1(=CC=CC=C1)CC[C@H](C)N